COC1=C(C=CC(=C1)C1=C2C(=NNC2=CC=C1)N)C=1CCCCC1 4-(2-methoxy-2',3',4',5'-tetrahydro-[1,1'-biphenyl]-4-yl)-1H-indazol-3-amine